2-(6-(((R)-1-(3-(difluoromethyl)-2-fluorophenyl)ethyl)amino)-5-(1,3-dioxolan-2-yl)-2-methoxypyrimidin-4-yl)-N-(4-methyltetrahydro-2H-pyran-4-yl)propionamide FC(C=1C(=C(C=CC1)[C@@H](C)NC1=C(C(=NC(=N1)OC)C(C(=O)NC1(CCOCC1)C)C)C1OCCO1)F)F